C(CC)(=O)[O-].[NH+]12CCCN=C2CCC1 1,5-diazabicyclo(4.3.0)non-5-enium propionate